FC=1C(=C2C(=CC(=CC2=CC1F)N)B1OC(C(O1)(C)C)(C)C)OC([2H])([2H])[2H] 6,7-Difluoro-5-(methoxy-d3)-4-(4,4,5,5-tetramethyl-1,3,2-dioxaborolan-2-yl)naphthalen-2-amine